BrC1=CC=C(/C=C/C2=CC(CC(C2)(C)C)=O)C=C1 (E)-3-(4-bromostyryl)-5,5-dimethylcyclohex-2-en-1-one